O=C1NC(CCC1N1C(C2=CC=C(C=C2C1=O)NCCOCCOCCOCCOCCCC(=O)O)=O)=O 1-((2-(2,6-Dioxopiperidin-3-yl)-1,3-dioxoisoindolin-5-yl)amino)-3,6,9,12-tetraoxapentadecane-15-carboxylic acid